Cl.C1NCCC2=CC(=CC=C12)CCC(=O)OCC Ethyl 3-(1,2,3,4-tetrahydroisoquinolin-6-yl)propanoate hydrochloride